3,5-di-tert-butyl-4-hydroxyoctadecyl cinnamate C(C=CC1=CC=CC=C1)(=O)OCCC(C(C(CCCCCCCCCCCCC)C(C)(C)C)O)C(C)(C)C